Methyl-4-[(1S)-1-{[8-(3,5-difluorobenzyl)-7-oxo-pyrido[2,3-d]pyrimidin-2-yl]amino}ethyl]benzoat COC(C1=CC=C(C=C1)[C@H](C)NC=1N=CC2=C(N1)N(C(C=C2)=O)CC2=CC(=CC(=C2)F)F)=O